ClCC1=NC=CC(=C1OC)OC 2-(chloromethyl)-3,4-dimethoxy-pyridine